Cl.FC=1C(=CC(=C(C1)[C@H]1CNCCC1)OC)C(F)(F)F (S)-3-(5-fluoro-2-Methoxy-4-(trifluoromethyl)phenyl)piperidine hydrochloride